glycine methyl ester hemihydrochloride Cl.COC(CN)=O.NCC(=O)OC